methyl (9Z)-19-[2-(dimethylamino)ethyl]octacos-9-enoate CN(CCC(CCCCCCCC\C=C/CCCCCCCC(=O)OC)CCCCCCCCC)C